C(C)(C)(C)OC(=O)NCC1CCN(CC1)CC(=O)O [4-(t-butoxycarbonylamino-methyl)-piperidin-1-yl]-acetic acid